(-)-(2-fluorophenyl)[9-{[2-(4-isopropylphenyl)imidazo[1,2-a]pyrimidin-3-yl]methyl}-3,9-diazabicyclo[4.2.1]non-3-yl]methanone FC1=C(C=CC=C1)C(=O)N1CC2CCC(CC1)N2CC2=C(N=C1N2C=CC=N1)C1=CC=C(C=C1)C(C)C